7-isopropoxy-N-(1-methyl-1H-pyrazol-3-yl)-2-((1S,4R)-1-methyl-2-oxabicyclo[2.2.1]heptan-4-yl)imidazo[1,2-a]pyrimidine-6-carboxamide C(C)(C)OC1=NC=2N(C=C1C(=O)NC1=NN(C=C1)C)C=C(N2)[C@@]21CO[C@@](CC2)(C1)C